tert-butyl 4-((5-chloro-4-(1-((2-(trimethylsilyl)ethoxy)methyl)-1H-indazol-3-yl)pyridin-2-yl)amino)piperidine-1-carboxylate ClC=1C(=CC(=NC1)NC1CCN(CC1)C(=O)OC(C)(C)C)C1=NN(C2=CC=CC=C12)COCC[Si](C)(C)C